FC=1C=C(C=CC1C)C1(CN(CC1)C(=O)N)C1=NC=NS1 3-(3-fluoro-4-methylphenyl)-3-(1,2,4-thiadiazol-5-yl)pyrrolidine-1-carboxamide